8-Benzamidoethylthioguanosine C(C1=CC=CC=C1)(=O)NCCC=1N([C@H]2[C@H](S)[C@H](O)[C@@H](CO)O2)C=2N=C(NC(C2N1)=O)N